((3S,4S,6S)-4-(3,4-difluorophenyl)-6-(2-(methylamino)-2-oxoethyl)piperidin-3-yl)-5,6-dihydropyrazolo[1,5-d]thieno[3,2-f][1,4]oxazepin-2-carboxamide FC=1C=C(C=CC1F)[C@@H]1[C@H](CN[C@@H](C1)CC(=O)NC)C1=C(SC2=C1C=1N(CCO2)N=CC1)C(=O)N